[Na+].O1C(=CC=C1)C(C(=O)N[C@H]1[C@H]2SCC(=C(N2C1=O)C(=O)[O-])COC(N)=O)=NOC (6R,7R)-7-[(2-furan-2-yl)-2-(methoxyimino)acetamido]-3-carbamoyloxymethyl-8-oxo-5-thia-1-azabicyclo[4.2.0]oct-2-ene-2-carboxylic acid sodium salt